3-fluoro-4-iodo-benzoic acid FC=1C=C(C(=O)O)C=CC1I